2-(5-nitro-1H-1,3-benzodiazole-2-yl)phenol [N+](=O)([O-])C1=CC2=C(NC(=N2)C2=C(C=CC=C2)O)C=C1